FC1(CCC(CC1)COC=1C=CC(=C(C1)NC(=O)C1N(C(CC1)=O)C)OC)F N-(5-((4,4-difluorocyclohexyl)methoxy)-2-methoxyphenyl)-1-methyl-5-oxopyrrolidine-2-carboxamide